methyl 3-(6-chloro-3-(chlorosulfonyl)-1H-indol-1-yl)-2-fluoropropanoate ClC1=CC=C2C(=CN(C2=C1)CC(C(=O)OC)F)S(=O)(=O)Cl